C1(CC1)C1=NC=CC(=C1)C=1NC2=CC=C(C=C2C1)C=1C=NC=C(C1)OC 2-(2-cyclopropylpyridin-4-yl)-5-(5-methoxypyridin-3-yl)-1H-indole